C(C)N1CCC(CC1)OC1=CC=C(C=N1)S(=O)(=O)N1[C@H]([C@@H]2CC[C@H](C1)N2C(=O)OCCOC)C(=O)O (1S,2R,5R)-3-((6-((1-ethylpiperidin-4-yl)oxy)pyridin-3-yl)sulfonyl)-8-((2-methoxyethoxy)carbonyl)-3,8-diazabicyclo[3.2.1]octane-2-carboxylic acid